bromo-N-[(2S)-1-piperazin-1-ylpropan-2-yl]quinazolin-4-amine hydrochloride Cl.BrC1=NC2=CC=CC=C2C(=N1)N[C@H](CN1CCNCC1)C